C(CCCC)OC(CCCCC(=O)O)OCCCCC 6,6-bis(pentyloxy)hexanoic acid